C(=O)C1=CC=C(C=C1)OB(O)O (4-formylphenyl)boric acid